C1(CC1)C(C)(O)C1=NC=CC(=N1)C1=NC=C(C(=C1F)C(=O)N1[C@@H](CN([C@H](C1)C)CC1=NC=C(C=C1F)F)C)C (2-(2-(1-Cyclopropyl-1-hydroxyethyl)pyrimidin-4-yl)-3-fluoro-5-methylpyridin-4-yl)((2r,5s)-4-((3,5-difluoropyridin-2-yl)methyl)-2,5-dimethylpiperazin-1-yl)methanone